2-Carboxy-7-((2',3',5'-trifluoro-[1,1'-biphenyl]-2-yl)oxy)-1,2,3,4-tetrahydronaphthalen C(=O)(O)C1CC2=CC(=CC=C2CC1)OC1=C(C=CC=C1)C1=C(C(=CC(=C1)F)F)F